C=1(C(=CC=CC1)C=1C(=CC=CC1)O)O.[Na] sodium biphenol